1-bromo-8-(trimethylsilyl)naphtho[2,1-f]isoquinoline BrC1=NC=CC2=C3C(=CC=C12)C1=CC=C(C=C1C=C3)[Si](C)(C)C